2-(((1-methylpyrrolidin-2-yl)methyl)thio)-1,4-dihydroquinazoline CN1C(CCC1)CSC=1NC2=CC=CC=C2CN1